3-((dimethylamino)methylene)-1'-(4-methoxybenzyl)spiro[cyclohexane-1,3'-pyrrolo[2,3-b]pyridine]-2',4(1'H)-dione CN(C)C=C1CC2(C(N(C3=NC=CC=C32)CC3=CC=C(C=C3)OC)=O)CCC1=O